C(CC(=O)[O-])(=O)OCC1=CC(=C(C(=C1)C(C)(C)C)O)C(C)(C)C (3,5-di-tert-butyl-4-hydroxybenzyl) malonate